CC(C[C@@H](C(=O)N1CCC2(CCCN(C2)C)CC1)N1C([C@@H](NCC1)CC(C)C)=O)C (S)-1-[(S)-3-Methyl-1-{(2-methyl-2,9-diaza-9-spiro[5.5]undecyl)carbonyl}butyl]-3-isobutyl-2-piperazinone